ON1C(C2=CC=CC=C2C1=O)=O 2-hydroxyl-isoindoline-1,3-dione